C1(CC1)NC(CC1NCCN(C1=O)C=1N=C2N(C=CC=C2)C1)=O N-cyclopropyl-2-(4-imidazo[1,2-a]pyridin-2-yl-3-oxo-piperazin-2-yl)acetamide